1,4-anhydro-D-glucitol C1[C@H](O)[C@@H](O)[C@H](O1)[C@H](O)CO